CN(C)C[Si](O)(O)O N,N-dimethyl-1-aminomethylsilanetriol